6-(4-(6-fluoropyridin-2-yl)benzyl)-3-(2-methyltetrahydrofuran-3-yl)imidazo[1,5-a]pyrazin-8(7H)-one FC1=CC=CC(=N1)C1=CC=C(CC=2NC(C=3N(C2)C(=NC3)C3C(OCC3)C)=O)C=C1